1-(2-methoxyethyl)-2-methyl-4,9-dioxo-3-(pyrazin-2-ylmethyl)-4,9-dihydro-1H-naphtho[2,3-d]imidazole COCCN1C(N(C2=C1C(C1=CC=CC=C1C2=O)=O)CC2=NC=CN=C2)C